(R)-N2-(3-chloro-4-fluorophenyl)-N4-(1-cyclopentylpropyl)quinazoline-2,4-diamine ClC=1C=C(C=CC1F)NC1=NC2=CC=CC=C2C(=N1)N[C@H](CC)C1CCCC1